CC=1C=C2C(=C(N1)C)OC(=C2)C=2N=C1N(C(C2)=O)C=C(C=C1)N1CCN(CC1)C 2-(5,7-dimethylfuro[2,3-c]pyridin-2-yl)-7-(4-methylpiperazin-1-yl)-4H-pyrido[1,2-a]pyrimidin-4-one